C[C@@H]1OCC2([C@@H]1N)CCN(CC2)C2=NC1=C(C=3N2C=CN3)C(=CN1)C1=C3C=CC=NC3=CC=C1 (3S,4S)-3-methyl-8-(9-(quinolin-5-yl)-7H-imidazo[1,2-c]pyrrolo[3,2-e]pyrimidin-5-yl)-2-oxa-8-azaspiro[4.5]decan-4-amine